C(C)(C)(C)N1N=C(C=C1)C(=O)O 1-(tert-butyl)-1H-pyrazole-3-carboxylic acid